COC[C@H](C(=O)N[C@@H](CCCC1=CC=CC=C1)B(O)O)NC(C1=NC(=CC=C1)OC)=O ((R)-1-((R)-3-methoxy-2-(6-methoxypicolinamido)propanamido)-4-phenylbutyl)boronic acid